(Z)-N'-(4-fluorophenyl)phenylcarbazoyl chloride FC1=CC=C(C=C1)NN(C(=O)Cl)C1=CC=CC=C1